2-Chloro-4-fluoro-3-[3-(3,4,5,6-tetrahydro-2H-pyran-2-yloxy)prop-1-ynyl]pyridine ClC1=NC=CC(=C1C#CCOC1OCCCC1)F